(Z)-9-Methyl-2-decenal CC(CCCCC\C=C/C=O)C